C(#C)N[C@H](C)C(=O)O ethynyl-D-alanine